C1(=CC=CC=C1)[C@@H](C)N1N=CC=C1C(=O)OCC ethyl (R)-1-(1-phenylethyl)-1H-pyrazole-5-carboxylate